tris(4-hydroxyphenyl)ethane CC(C1=CC=C(C=C1)O)(C2=CC=C(C=C2)O)C3=CC=C(C=C3)O